(R)-2-((S)-3,3-dimethylisochroman-1-yl)pyrrolidine CC1(O[C@@H](C2=CC=CC=C2C1)[C@@H]1NCCC1)C